CC1=C(C(=NN1COCC[Si](C)(C)C)C#N)C1=CC=C(C2=C1N=CS2)C(F)(F)F 5-methyl-4-[7-(trifluoromethyl)-1,3-benzothiazol-4-yl]-1-{[2-(trimethylsilyl)ethoxy]methyl}-1H-pyrazole-3-carbonitrile